(4-(2-(2-aminoethyl)-7-chlorobenzofuran-5-yl)phenyl)(morpholino)methanone NCCC=1OC2=C(C1)C=C(C=C2Cl)C2=CC=C(C=C2)C(=O)N2CCOCC2